6-methoxy-[2,4'-bipyridin] COC1=CC=CC(=N1)C1=CC=NC=C1